2-propoxyethyl o-toluate C=1(C(=CC=CC1)C(=O)OCCOCCC)C